C(OCC)(OCC)=O DiEthyl Carbonate